trans-8-[[4-[4-fluoro-N-(oxetan-3-ylmethyl)-2-(2-trimethylsilylethoxymethoxy)anilino]cyclohexyl]-methyl-amino]-5-methyl-6-oxo-1,5-naphthyridine-2-carbonitrile FC1=CC(=C(N(CC2COC2)[C@@H]2CC[C@H](CC2)N(C2=CC(N(C=3C=CC(=NC23)C#N)C)=O)C)C=C1)OCOCC[Si](C)(C)C